N1(CCOCC1)NC=1C=NN2C1C=CC=C2 (morpholin-4-yl)pyrazolo[1,5-a]pyridin-3-ylamine